CC1=C(C(=C(C1(C)[Hf]C1(C=CC2=CC=3CC(CC3C=C12)(CC)CC)CC(C)C)C)C)C (pentamethylcyclopentadienyl)(1-isobutyl-6,6-diethyl-1,5,6,7-tetrahydro-s-indacenyl)hafnium